C(#N)C1=C(C=C(C=C1C)NC(OCC=1C=C2C(N(CC2=CC1)C1C(NC(CC1)=O)=O)=O)=O)C (2-(2,6-dioxopiperidin-3-yl)-3-oxoisoindolin-5-yl)methyl (4-cyano-3,5-dimethylphenyl)carbamate